ClC=1C(=NC(=NC1)N1C[C@H]([C@@H](CC1)NC1=CC=C2C(=NN(C2=C1)C)[C@@H]1C(NC(CC1)=O)=O)C)NC=1C(=C2CC(N(C2=CC1)C)=O)F (R)-3-(6-(((3R,4R)-1-(5-chloro-4-((4-fluoro-1-methyl-2-oxoindolin-5-yl)amino)pyrimidin-2-yl)-3-methylpiperidin-4-yl)amino)-1-methyl-1H-indazol-3-yl)piperidine-2,6-dione